FC(C(=O)O)(F)F.N1CC(C1)NC=1C(=C2C(CN(C(C2=CN1)=O)C1=NN(C=C1F)C)(C)C1=C(C(=C(C=C1)F)Cl)F)F 6-[(azetidin-3-yl)amino]-4-(3-chloro-2,4-difluorophenyl)-5-fluoro-2-(4-fluoro-1-methyl-1H-pyrazol-3-yl)-4-methyl-3,4-dihydro-2,7-naphthyridin-1(2H)-one, trifluoroacetic acid salt